O=C(CCCCO)O oxopentane-1,5-diol